tert-butyl (2S,3S)-2-((3',5'-difluorobiphenyl-3-yl)methyl)-3-((ethylsulfonyl)amino)pyrrolidine-1-carboxylate FC=1C=C(C=C(C1)F)C1=CC(=CC=C1)C[C@@H]1N(CC[C@@H]1NS(=O)(=O)CC)C(=O)OC(C)(C)C